NC(CC(=O)O)C(NC(C(=O)OC)CC(=O)OC(C)(C)C)=O 3-amino-3-{[4-(tert-butoxy)-1-methoxy-1,4-dioxobutan-2-yl]carbamoyl}propanoic acid